CNC(=O)C=1N=NN(C1)[C@@H]1CN(C[C@H]1OCC1=CC=C(C=C1)C(F)(F)F)C(=O)OC(C)(C)C tert-butyl trans-3-(4-(methylcarbamoyl)-1H-1,2,3-triazol-1-yl)-4-(4-(trifluoromethyl)benzyloxy)pyrrolidine-1-carboxylate